FC=1C=CC=C2C=C(C(NC12)=O)NC1=NC(=NC=C1)NC=1C=NC(=C(C1)OC)N1CCN(CC1)C 8-fluoro-3-{2-[5-methoxy-6-(4-methyl-1-piperazinyl)-3-pyridylamino]-4-pyrimidinylamino}-1,2-dihydro-2-quinolinone